CP(OC)(OC1=C(C(=CC(=C1)CCCCC)OP(OC)(=O)C)C1=C(C=CC(=C1)C)C(=C)C)=O dimethyl (5'-methyl-4-pentyl-2'-(prop-1-en-2-yl)-[1,1'-biphenyl]-2,6-diyl) bis(methylphosphonate)